ClC=1C(=NC(=NC1)N[C@H]1CN(CC1)C1=NC=CC2=CC(=CC=C12)NC(C=C)=O)OCC (R)-N-(1-(3-((5-chloro-4-ethoxypyrimidin-2-yl)amino)pyrrolidin-1-yl)isoquinolin-6-yl)acrylamide